fulvene C1=CC=CC1=C